C(=CCCCC)P(O)(=O)CCCCCCCC hexenyl-octyl-phosphinic acid